6-bromo-8-fluoro-3-methylimidazo[1,2-a]pyridine-2-carboxylic acid ethyl ester C(C)OC(=O)C=1N=C2N(C=C(C=C2F)Br)C1C